OC(=O)C(F)(F)F.C[C@H]1CN(CCN1)C(C=C)=O (S)-1-(3-methylpiperazin-1-yl)prop-2-en-1-one TFA salt